[C@H]1([C@@H](O)[C@@H](O)[C@H](O)[C@H](O1)CO)OCCN(C([C@H](CCC(=O)N(CCO[C@@H]1[C@@H](O)[C@@H](O)[C@H](O)[C@H](O1)CO)CCO[C@@H]1[C@@H](O)[C@@H](O)[C@H](O)[C@H](O1)CO)NC(CCCCC(=O)ON1C(CCC1=O)=O)=O)=O)CCO[C@@H]1[C@@H](O)[C@@H](O)[C@H](O)[C@H](O1)CO 2,5-Dioxopyrrolidin-1-yl (S)-6-{[1,5-bis(bis{2-[(α-D-mannopyranosyl)oxy]ethyl}amino)-1,5-dioxopentan-2-yl]amino}-6-oxohexanoate